4-(1-fluoro-5-(4-trifluoromethyl-phenyl)pent-1-en-4-yn-1-yl)-1,1'-biphenyl FC(=CCC#CC1=CC=C(C=C1)C(F)(F)F)C1=CC=C(C=C1)C1=CC=CC=C1